N-(2-(2,4-difluorophenoxy)phenyl)-4-methoxybenzenesulfonamide FC1=C(OC2=C(C=CC=C2)NS(=O)(=O)C2=CC=C(C=C2)OC)C=CC(=C1)F